2-((2-bromo-3-fluorobenzyl)amino)-N-methoxy-N-methylacetamide BrC1=C(CNCC(=O)N(C)OC)C=CC=C1F